C[C@@]12C=CC[C@H]1[C@@H]1CC[C@H]3CC(=O)CC[C@]3(C)[C@H]1CC2 5a-androstenone